4-(4-(benzo[d][1,3]dioxol-5-yl)-5-(pyridin-2-yl)-1H-imidazol-2-yl)benzamide O1COC2=C1C=CC(=C2)C=2N=C(NC2C2=NC=CC=C2)C2=CC=C(C(=O)N)C=C2